3-(trifluoromethyl)-1,5,6,7-tetrahydro-4H-indazole FC(C1=NNC=2CCCCC12)(F)F